CC1(CC2(CN(CCO2)C2=NC=NC=C2)CC=2C=NOC21)C 7,7-dimethyl-4'-(pyrimidin-4-yl)-6,7-dihydro-4H-spiro[benzo[d]isoxazole-5,2'-morpholine]